(E)-N-ethyl-3-(4-methoxyphenyl)-N-(thiophen-2-ylmethyl)acrylamide C(C)N(C(\C=C\C1=CC=C(C=C1)OC)=O)CC=1SC=CC1